(1R,2R,3aS,10aR)-2-hydroxy-1-{(1E,3ξ)-3-hydroxy-3-[1-(3-thienyl)cyclopropyl]-1-propen-1-yl}-5-methyl-2,3,3a,9,10,10a-hexahydro-1H-benzo[b]cyclopenta[f]oxepin-6-carboxylic acid O[C@@H]1C[C@H]2[C@H](CCC3=C(O2)C(=C(C=C3)C(=O)O)C)[C@H]1\C=C\C(C1(CC1)C1=CSC=C1)O